C(C)(C)(C)OC(NC1(CC1)C1=CC(=CC=C1)OC1=CC=CC=C1)=O tert-Butyl(1-(3-phenoxyphenyl)cyclopropyl)carbamate